O1C(=CC=C1)C1=NC(=NC=C1OC(F)(F)F)SC 4-(2-furyl)-2-(methylsulfanyl)-5-(trifluoromethoxy)pyrimidine